bis{4-[(2,2-dimethylpropanoyl)sulfanyl]butyl}{[3-(methylamino)-2-[(methylamino)methyl]propyl]sulfanyl}phosphonate CC(C(=O)SCCCCOP(OCCCCSC(C(C)(C)C)=O)(=O)SCC(CNC)CNC)(C)C